acetic acid trifluoroacetic acid salt FC(C(=O)O)(F)F.C(C)(=O)O